FC1(CC1)C1=NN2C(N(C(C(CC2)I)=O)C)=C1 2-(1-fluorocyclopropyl)-6-iodo-4-methyl-7,8-dihydro-6H-pyrazolo[1,5-a][1,3]diazepin-5-one